C1(CC1)C1=NC=CC(=C1)C=1C(=NN2C1CN(CC2)C(C)=O)C2=CC=C(C=C2)F 1-(3-(2-cyclopropylpyridin-4-yl)-2-(4-fluorophenyl)-6,7-dihydropyrazolo[1,5-a]pyrazin-5(4H)-yl)ethan-1-one